5-bromo-2-methyl-4-phenyl-1,3-oxazole BrC1=C(N=C(O1)C)C1=CC=CC=C1